Cl.N1=CC(=CC=C1)CCC=1N=CC(=NC1)/C=N/O (E)-5-(2-(pyridin-3-yl)ethyl)pyrazine-2-carbaldehyde oxime hydrochloride